((2R,6S)-4-(2-aminooxazolo[4,5-c]pyridin-7-yl)-6-(hydroxymethyl)morpholin-2-yl)((S)-8-chloro-1-methyl-6-(trifluoromethyl)-3,4-dihydroisoquinolin-2(1H)-yl)methanone NC=1OC2=C(C=NC=C2N2C[C@@H](O[C@@H](C2)CO)C(=O)N2[C@H](C3=C(C=C(C=C3CC2)C(F)(F)F)Cl)C)N1